1-Tert-butyl 3,3-difluoro-5-[7-fluoro-4-(2-methoxyphenyl)-2-(1-methyl-4,6-dihydropyrrolo[3,4-c]pyrazole-5-carbonyl)-1-(2-trimethylsilylethoxymethyl)indol-6-yl]piperidine-1-carboxylate FC1(CN(CC(C1)C1=CC(=C2C=C(N(C2=C1F)COCC[Si](C)(C)C)C(=O)N1CC=2N(N=CC2C1)C)C1=C(C=CC=C1)OC)C(=O)OC(C)(C)C)F